N-(5-Bromo-2-(3-(3-fluoropiperidin-1-yl)propoxy)pyridin-3-yl)methanesulfonamide BrC=1C=C(C(=NC1)OCCCN1CC(CCC1)F)NS(=O)(=O)C